C(=O)(OC(C)(C)C)N1C(C(CCC1)N)=O N-Boc-aminopiperidinone